FC1=C(C=C(C(=C1O)F)C(F)(F)F)N1N=C(C2=CC(=CC=C12)N(C1CCOCC1)C)C(=O)N(C)C 1-(2,4-Difluoro-3-hydroxy-5-(trifluoromethyl)phenyl)-N,N-dimethyl-5-(methyl(tetrahydro-2H-pyran-4-yl)amino)-1H-indazole-3-carboxamide